6-(3-methyl-2,3,4,5-tetrahydropyridin-6-yl)Thiazolo[5,4-b]pyridine CC1CN=C(CC1)C=1C=C2C(=NC1)SC=N2